C[Si](CCOCN1C=CC2=CC=C(C=C12)N)(C)C 1-((2-(trimethylsilyl)ethoxy)methyl)-1H-indol-6-amine